Br.BrCC=1C=NN(C1)C=1C=NC=C(C1)OC 3-(4-(bromomethyl)-1H-pyrazol-1-yl)-5-methoxypyridine hydrobromide